2-acetyl-5-methoxyphenyl thiazolidine-3-carboxylate S1CN(CC1)C(=O)OC1=C(C=CC(=C1)OC)C(C)=O